10-benzyl-3-chloro-5-(4-{methyl[(E)-4-oxo-pent-2-en-1-yl]amino}butyl)-5,10-dihydro-11H-dibenzo[b,e][1,4]diazepin-11-one C(C1=CC=CC=C1)N1C2=C(N(C3=C(C1=O)C=CC(=C3)Cl)CCCCN(C\C=C\C(C)=O)C)C=CC=C2